4,5-Bis-(diphenyl-phosphino)-9,9-dimethylxanthene C1(=CC=CC=C1)P(C1=CC=CC=2C(C3=CC=CC(=C3OC12)P(C1=CC=CC=C1)C1=CC=CC=C1)(C)C)C1=CC=CC=C1